4-(6-(4-acrylamido-2-methoxyphenyl)-4-aminopyrazolo[5,1-f][1,2,4]triazin-5-yl)-N-cyclopropyl-2-methoxybenzamide C(C=C)(=O)NC1=CC(=C(C=C1)C1=NN2N=CN=C(C2=C1C1=CC(=C(C(=O)NC2CC2)C=C1)OC)N)OC